N1(CCC(CC1)C(=O)N1C[C@H]2N(C=3C(=NN=C(C3)C3=C(C=CC=C3)O)NC2)CC1)C1CCNCC1 (S)-[1,4'-bipiperidin]-4-yl(2-(2-hydroxyphenyl)-6a,7,9,10-tetrahydro-5H-pyrazino[1',2':4,5]pyrazino[2,3-c]pyridazin-8(6H)-yl)methanone